dimethylaminopropyl-methacrylamide palmitate C(CCCCCCCCCCCCCCC)(=O)O.CN(C)CCCC=C(C(=O)N)C